N-octadecyl-2-(4-tetrahydropyranyloxyphenyl)-3,5,7-tri-tetrahydropyranyloxy-quinolin-4-one C(CCCCCCCCCCCCCCCCC)N1C(=C(C(C2=C(C=C(C=C12)OC1OCCCC1)OC1OCCCC1)=O)OC1OCCCC1)C1=CC=C(C=C1)OC1OCCCC1